3-(3-Bromophenyl)-2-[(3R)-1-tert-Butoxycarbonylpyrrolidin-3-yl]-2-methyl-propionic acid BrC=1C=C(C=CC1)CC(C(=O)O)(C)[C@@H]1CN(CC1)C(=O)OC(C)(C)C